C(C)C=1C(=CC=C2C=C(C=C(C12)C1=C(C=2N=C(N=C3C2C(=N1)OCCN3)SC)F)OCOC)F (8-ethyl-7-fluoro-3-(methoxymethoxy)naphthalen-1-yl)-4-fluoro-2-(methylthio)-9,10-dihydro-8H-7-oxa-1,3,6,10-tetraazacyclohepta[de]naphthalene